L-aspartic acid monotetrabutyl-phosphonium salt C(CCC)[P+](CCCC)(CCCC)CCCC.N[C@@H](CC(=O)O)C(=O)[O-]